FC(C(=O)N(C1=CC=CC=C1)C)(CCC1=CC=CC=C1)F 2,2-Difluoro-N-methyl-N,4-diphenylbutanamide